CC1=NN(C2=NC=C(C=C21)NC(C=C)=O)C=2SC(=CC2)C(F)(F)F N-(3-methyl-1-(5-(trifluoromethyl)thiophen-2-yl)-1H-pyrazolo[3,4-b]pyridin-5-yl)acrylamide